CC(CC(C(C(C(=O)[O-])(CC(CC(CC)C)C)CC(CC(CC)C)C)(O)C(=O)[O-])C(=O)[O-])CC(CC)C Tri(2,4-dimethyl-1-hexyl)citrat